chloroethylguanidine ClCCNC(=N)N